FC=1C=C(C=CC1OC1=NC=CC(=N1)C)C1=C(N(C=2N=CN=C(C21)C)C)C=2C=NC(=CC2OC)C#CCOC 5-(3-fluoro-4-((4-methylpyrimidin-2-yl)oxy)phenyl)-6-(4-methoxy-6-(3-methoxyprop-1-yn-1-yl)pyridin-3-yl)-4,7-dimethyl-7H-pyrrolo[2,3-d]pyrimidine